O1C(=CC=C1)C1=NNC(=C1)C1CCNCC1 3-(2-furyl)-5-(4-piperidinyl)pyrazole